6-(7-(1-methyl-1H-pyrazol-4-yl)imidazo[1,2-a]pyridin-3-yl)-N-(4-(trifluoromethyl)phenyl)pyridin-2-amine CN1N=CC(=C1)C1=CC=2N(C=C1)C(=CN2)C2=CC=CC(=N2)NC2=CC=C(C=C2)C(F)(F)F